CCC1=CC=C(C=C1)CCC2=CC=CC=C2 ethyl(phenylethyl)benzene